C(C)OCCOCCOCCOS(=O)(=O)C1=CC=C(C=C1)C.CC1=C(C(=CC(=C1)NC(C(CO)C1=CC=C(C=C1)S(=O)(=O)C)=O)C)C1=C(C=CC=C1)OC(F)(F)F N-(2,6-dimethyl-2'-(trifluoromethoxy)-[1,1'-biphenyl]-4-yl)-3-hydroxy-2-(4-(methylsulfonyl)phenyl)propionamide 2-[2-(2-ethoxyethoxy)ethoxy]ethyl-4-methylbenzensulfonat